6-bromo-8-fluoro-7-methoxy-2-methyl-imidazo[1,2-a]pyridine-3-carboxylic acid BrC=1C(=C(C=2N(C1)C(=C(N2)C)C(=O)O)F)OC